C(C)(C)(C)[Si](C)(C)OC1=CC(=C(C(=C1)F)C#C[Si](C)(C)C)Cl tert-butyl-(3-chloro-5-fluoro-4-((trimethylsilyl)ethynyl)phenoxy)dimethylsilane